NC[C@H]1C(N[C@H](C(N[C@@H](CO[C@@H]([C@H](C(N([C@H](C(N[C@H](C(N1)=O)C1CCCCC1)=O)CCC)C)=O)CCCCCC)C)C)=O)[C@H](C)O)=O (3R,6S,9S,12S,15S,18R,19R)-9-(Aminomethyl)-12-cyclohexyl-18-hexyl-6-((S)-1-hydroxyethyl)-3,16,19-trimethyl-15-propyl-1-oxa-4,7,10,13,16-pentaazacyclononadecane-5,8,11,14,17-pentaone